CNCCCCCCCCSC1=C2CN(C(C2=CC=C1)=O)C1C(NC(CC1)=O)=O 3-(4-((8-(methylamino)octyl)thio)-1-oxoisoindolin-2-yl)piperidine-2,6-dione